CC=1C(=CC(=NC1)C(F)(F)F)C(=O)OCC ethyl 5-methyl-2-(trifluoromethyl)pyridine-4-carboxylate